FC1=CC=C(C=C1)[C@H]1[C@](C1)(C(=O)OCC)C(F)(F)F trans-Ethyl 2-(4-fluorophenyl)-1-(trifluoromethyl)cyclopropane-1-carboxylate